BrCC1=C(C=CC=C1)N1CCC(CC1)C1=C(C=C(C=C1)Cl)F 1-(2-(bromomethyl)phenyl)-4-(4-chloro-2-fluorophenyl)piperidine